ClC1=C(C=2N=C(N=C(C2C(=N1)OC)N1CCCCC1)SC)F 7-chloro-8-fluoro-5-methoxy-2-methylsulfanyl-4-(1-piperidyl)pyrido[4,3-d]pyrimidine